Methyl 4-bromo-3-cyclopropyl-1-(tetrahydro-2H-pyran-2-yl)-1H-pyrazolo[3,4-c]pyridine-5-carboxylate BrC1=C2C(=CN=C1C(=O)OC)N(N=C2C2CC2)C2OCCCC2